C(C)OC1=C(C=CC(=C1)C1=NN=CN1C)NC=1N=CC2=C(N1)C(=NC(=C2)C)NC2CCOCC2 N2-(2-ethoxy-4-(4-methyl-4H-1,2,4-triazol-3-yl)phenyl)-6-methyl-N8-(tetrahydro-2H-pyran-4-yl)pyrido[3,4-d]pyrimidine-2,8-diamine